4-hydroxy-N-(2-hydroxy-1,1-dimethyl-ethyl)-2-oxo-1,8-naphthyridine-3-carboxamide OC1=C(C(NC2=NC=CC=C12)=O)C(=O)NC(CO)(C)C